S(C)(=O)(=O)O.COC1CC(CCC1)NC1=C2NC=NC2=NC=N1 6-(3-methoxycyclohexylamino)purine mesylate